C(C)N1C2=CC=C(C=C2C=2C=C(C=CC12)C(C)=O)C(C1(CC=CC=C1)C)=O 1-[9-Ethyl-6-(1-methylbenzoyl)-9H-carbazol-3-yl]ethanone